tert-butyl (S)-3-(3-chloro-2-methylphenyl)-3-((3-fluoroquinolin-7-yl)amino)pyrrolidine-1-carboxylate ClC=1C(=C(C=CC1)[C@@]1(CN(CC1)C(=O)OC(C)(C)C)NC1=CC=C2C=C(C=NC2=C1)F)C